FC1=C(C=CC(=C1)F)C1=C(C=C2C(=NC(N3C2=C1SC[C@@H]3COC)=O)N3C[C@@H](N[C@@H](C3)C)C)C(F)(F)F (3S)-10-(2,4-difluorophenyl)-7-((3S,5R)-3,5-dimethylpiperazin-1-yl)-3-(methoxymethyl)-9-(trifluoromethyl)-2H-[1,4]thiazino[2,3,4-ij]quinazolin-5(3H)-one